N-([1,1'-biphenyl]-3-ylmethyl)-6-chloro-5-methoxynicotinamide C1(=CC(=CC=C1)CNC(C1=CN=C(C(=C1)OC)Cl)=O)C1=CC=CC=C1